4-((3,4-Difluorophenoxy)methyl)-1-methoxy-2-nitrobenzene FC=1C=C(OCC2=CC(=C(C=C2)OC)[N+](=O)[O-])C=CC1F